O=C(CCCCC[C@H](C=1NC(=CN1)C1=CC=CC=C1)NC(=O)C1CCC2(CNC2)CC1)CC (R)-N-(7-Oxo-1-(5-phenyl-1H-imidazol-2-yl)nonyl)-2-azaspiro[3.5]nonan-7-carboxamid